C(=O)OC1=NC=2C=C(C(=CC2C=2N1N=CC2)OC)OCCCN2CCCC2 9-methoxy-8-[3-(pyrrolidin-1-yl)propoxy]pyrazolo[1,5-c]quinazolin-5-ol formate